C(CCCCCCC)C1=CC(=NO1)CC(C(=O)OC(C)(C)C)=C tert-butyl 2-((5-octylisoxazol-3-yl)methyl)acrylate